N-((6-hydroxy-5-methyl-1H-indol-2-yl)methyl)-1-methylcyclopropane-1-carboxamide OC1=C(C=C2C=C(NC2=C1)CNC(=O)C1(CC1)C)C